C(C=C)(=O)OC1=CC=C(C=C1)C1=CC=C(C=C1)C#N 4-acryloyloxy-4'-cyanobiphenyl